1-(4-(1-(2-fluoro-6-methoxyphenyl)ethyl)piperazin-1-yl)-2-(4-phenethylpiperazin-1-yl)ethan-1-one alpha-ketoglutarate potassium salt [K+].O=C(C(=O)[O-])CCC(=O)[O-].FC1=C(C(=CC=C1)OC)C(C)N1CCN(CC1)C(CN1CCN(CC1)CCC1=CC=CC=C1)=O.[K+]